C(CCCCC)C1C(C1)C(C(=O)[O-])=O.[Na+] sodium 2-(2-hexylcyclopropyl)-2-oxoacetate